para-xylene selenocyanate [Se-]C#N.C1(=CC=C(C=C1)C)C